FC=1C=CC(=C(C1)C(=O)N1CCC(CC1)CCCCNC(=O)C1=CC=2C(=CN=CC2)S1)C N-(4-{1-[(5-fluoro-2-methylphenyl)carbonyl]piperidin-4-yl}butyl)thieno[2,3-c]pyridine-2-carboxamide